tert-butyl ((1-(6-(2-hydroxyphenyl)pyridazin-4-yl)-4-phenylpiperidin-4-yl)methyl)carbamate OC1=C(C=CC=C1)C1=CC(=CN=N1)N1CCC(CC1)(C1=CC=CC=C1)CNC(OC(C)(C)C)=O